NCCCCCC(=O)NCC[N+](CCOP(=O)(O)[O-])(C)C 2-[2-(6-Aminohexanoylamino)ethyl-dimethyl-ammonio]ethyl-hydrogenphosphat